C1(C(C=CC=C1)C)(C)S(=O)(=O)O.C(C(C)C)C=1C(=NC2=CC=CC=C2C1)C1=C(C=CC=C1)C (isobutyl)(methylphenyl)quinoline Xylensulfonate